3-benzyl 1-tert-butyl (S)-4-((3-chloro-2,4-difluorophenyl) (methyl)-carbamoyl)-2-oxoimidazolidine-1,3-dicarboxylate ClC=1C(=C(C=CC1F)N(C(=O)[C@H]1N(C(N(C1)C(=O)OC(C)(C)C)=O)C(=O)OCC1=CC=CC=C1)C)F